OCC1CCC(CC1)C(=O)OC 1-Methyl (1S,4S)-4-(hydroxymethyl)cyclohexane-1-carboxylate